C(C)C=1C(NC=2C=C(C=NC2C1)CN1C[C@H](NCC1)C)=O (2R)-4-[(7-ethyl-6-oxo-5H-1,5-naphthyridin-3-yl)methyl]2-methylpiperazine